(1S,3S)-1-(2,6-difluoro-4-(2-(3-(fluoromethyl)azetidin-1-yl)ethoxy)phenyl)-6-fluoro-3-methyl-2-(2,2,2-trifluoroethyl)-2,3,4,9-tetrahydro-1H-pyrido[3,4-b]indole FC1=C(C(=CC(=C1)OCCN1CC(C1)CF)F)[C@@H]1N([C@H](CC2=C1NC1=CC=C(C=C21)F)C)CC(F)(F)F